2-(tert-butyldisulfanyl)benzo[d]thiazole C(C)(C)(C)SSC=1SC2=C(N1)C=CC=C2